6-isopentenyladenosine C(CC(=C)C)C1(C2=NCN([C@H]3[C@H](O)[C@H](O)[C@@H](CO)O3)C2=NC=N1)N